1-(9H-fluoren-9-yl)-3,19-dioxo-2,8,11,14-tetraoxa-4,18-diazacyclodocosane C1=CC=CC=2C3=CC=CC=C3C(C12)C1OC(NCCCOCCOCCOCCCNC(CCC1)=O)=O